CC12COC(C1)(C2)COC2=NC(N1C(C3=CC=C(C=C3CC1)C#CC1CC1)=C2)=O 2-((4-methyl-2-oxabicyclo[2.1.1]hexan-1-yl)methoxy)-9-(cyclopropylethynyl)-6,7-dihydro-4H-pyrimido[6,1-a]isoquinolin-4-one